C(C)(C)(C)OC(=O)N1C(C2CNCC2C1)C1=NC=CC=C1 pyridin-2-yl-hexahydropyrrolo[3,4-c]Pyrrole-2(1H)-carboxylic acid tert-butyl ester